3-(5-(4-(2-((5-Chlorothiazol-2-yl)amino)-1-(3,3-difluorocyclopentyl)-2-oxoethyl)phenyl)-2H-tetrazol-2-yl)propanoic acid ClC1=CN=C(S1)NC(C(C1CC(CC1)(F)F)C1=CC=C(C=C1)C=1N=NN(N1)CCC(=O)O)=O